ClC1=NC=2N(C(=C1)N(C(OC(C)(C)C)=O)CC1=CC(=C(C=C1)C1=NC=CC=C1)OC)N=CC2C2CC2 tert-butyl (5-chloro-3-cyclopropylpyrazolo[1,5-a]pyrimidin-7-yl)(3-methoxy-4-(pyridin-2-yl)benzyl)carbamate